C(C)(C)(C)OC(NC1=NN2C(N=CC=C2)=C1C(NC=1C(=NNC1)C1=C(C=CC(=C1)Cl)OC(F)F)=O)=O (3-((3-(5-chloro-2-(difluoromethoxy)phenyl)-1H-pyrazol-4-yl)carbamoyl)pyrazolo[1,5-a]pyrimidin-2-yl)carbamic acid tert-butyl ester